C(C)(C)(C)OC(=O)N(C(OC(C)(C)C)=O)C1=C(C(=C(C=C1F)O)C)C tert-Butyl N-tert-butoxycarbonyl-N-(6-fluoro-4-hydroxy-2,3-dimethyl-phenyl)carbamate